FC(CC1=C2C(=NC=3N(C2=CC=C1F)C(=NN3)C)NC3=CC(=CC(=C3)C#CC3(CC3)C)F)F (2,2-difluoroethyl)-7-fluoro-N-(3-fluoro-5-((1-methylcyclopropyl)ethynyl)phenyl)-1-methyl-[1,2,4]triazolo[4,3-a]quinazolin-5-amine